C1(CC1)N1CC(=C[C@@H](C1)C)C1=CNC2=NC=CC=C21 (S)-3-(1-cyclopropyl-5-methyl-1,2,5,6-tetrahydropyridin-3-yl)-1H-pyrrolo[2,3-b]pyridine